6-(1-(2,6-dioxopiperidin-3-yl)-2-Oxo-1,2-dihydropyridin-4-yl)-N-methyl-3,4-dihydroisoquinoline-2(1H)-carboxamide O=C1NC(CCC1N1C(C=C(C=C1)C=1C=C2CCN(CC2=CC1)C(=O)NC)=O)=O